C1=CC=CC=2C3=CC=CC=C3N(C12)NC(=O)NS(=O)(=O)C1=NN(C=C1)C(C)C N-((9H-carbazol-9-yl)carbamoyl)-1-isopropyl-1H-pyrazole-3-sulfonamide